1-(5-chloro-1H-indol-3-yl)-N,N-dimethylamine ClC=1C=C2C(=CNC2=CC1)CNC